t-Butyl Isopropyl Peroxide C(C)(C)OOC(C)(C)C